C(=O)(O)C1=C(C=C(C(=O)OCCC)C#N)C=CC=C1 n-propyl 2-carboxy-α-cyanocinnamate